C(NC([S-])=S)NC([S-])=S methylenebis(dithiocarbamate)